ClC=1C(=C(C(=CC1)F)[C@H](C12CCC(CC1)(C2)F)NC(=O)C2C[C@H]([C@H](C2)NC(=O)C=2C=NC=NC2)OC([2H])([2H])[2H])F N-((1S,2R)-4-(((S)-(3-chloro-2,6-difluorophenyl)(4-fluorobicyclo[2.2.1]heptan-1-yl)methyl)carbamoyl)-2-(methoxy-d3)cyclopentyl)pyrimidine-5-carboxamide